tert-butyl 2-((5-bromo-3-(2-(methoxymethoxy)phenyl)-7-((2-(trimethylsilyl)ethoxy)methyl)-7H-pyrrolo[2,3-c]pyridazin-6-yl)methyl)azetidine-1-carboxylate BrC1=C(N(C=2N=NC(=CC21)C2=C(C=CC=C2)OCOC)COCC[Si](C)(C)C)CC2N(CC2)C(=O)OC(C)(C)C